2-(2,6-dioxopiperidin-3-yl)-5-fluoro-6-(4-((1-(4-((1R,2S)-6-hydroxy-2-phenyl-1,2,3,4-tetrahydronaphthalen-1-yl)phenyl)piperidin-4-yl)methyl)-3,5-dimethylpiperazin-1-yl)isoindoline O=C1NC(CCC1N1CC2=CC(=C(C=C2C1)F)N1CC(N(C(C1)C)CC1CCN(CC1)C1=CC=C(C=C1)[C@H]1[C@H](CCC2=CC(=CC=C12)O)C1=CC=CC=C1)C)=O